diallyl-tin C(C=C)[Sn]CC=C